C(#N)C=1C=CC(=C(C1)C1=CC(=NC=C1C(=O)NC=1SC2=C(N1)CN(C2)C(C2=C(C=CC(=C2)C(F)F)F)=O)C)OC 4-(5-cyano-2-methoxyphenyl)-N-(5-(5-(difluoromethyl)-2-fluorobenzoyl)-5,6-dihydro-4H-pyrrolo[3,4-d]thiazol-2-yl)-6-methylnicotinamide